C(CCC(=N)N)C[C@@H](C(=O)O)N The molecule is an alpha-amino acid that is 2,7-diaminoheptanoic acid substituted by a imino group at position 7 (the 2S stereoisomer). It has a role as a hepatotoxic agent and a plant metabolite. It is a carboxamidine and a non-proteinogenic L-alpha-amino acid.